benzyl (3aS,4S,5S,6aR)-3a,4-dihydroxy-5-phenoxyhexahydrocyclopenta[c]pyrrole-2(1H)-carboxylate O[C@@]12[C@@H](CN(C1)C(=O)OCC1=CC=CC=C1)C[C@@H]([C@@H]2O)OC2=CC=CC=C2